FC(C1(CCC1)CNC(N)=O)F 3-[[1-(difluoromethyl)cyclobutyl]methyl]urea